N-[5-(1,3-benzoxazol-2-yl)-2-methoxyphenyl]-4-(benzyloxy)-3,5-difluorobenzamide O1C(=NC2=C1C=CC=C2)C=2C=CC(=C(C2)NC(C2=CC(=C(C(=C2)F)OCC2=CC=CC=C2)F)=O)OC